N-(di-p-tolylmethyl)-2-oxo-5-(trifluoromethyl)-1,2-dihydropyridine-3-carboxamide C1(=CC=C(C=C1)C(NC(=O)C=1C(NC=C(C1)C(F)(F)F)=O)C1=CC=C(C=C1)C)C